C1(CCCCC1)NC(=O)C1=CC2=CC=C(C=C2C=C1)C(=O)NC1CCCCC1 N,N'-Dicyclohexyl-2,6-naphthalindicarboxamide